Boc-3-iodo-D-phenylalanine C(=O)(OC(C)(C)C)N[C@H](CC1=CC(=CC=C1)I)C(=O)O